COC(=O)C=1SC=C(C1C(=O)OC)NC(NC1=C(C=C(C(=C1)OC)OCC=1C(=CC=C2C=CC=NC12)F)F)=O 4-[({2-fluoro-4-[(7-fluoroquinolin-8-yl)methoxy]-5-methoxyphenyl}carbamoyl)amino]thiophene-2,3-dicarboxylic acid dimethyl ester